N[C@H](C)C(=O)O |o1:1| (R)- or (S)-alanine